ClC=1C=CC=C2C=C(N(C(C12)=O)C1=CC=CC=C1)[C@H](C(C)C)NC1=NC=NC2=CC=CC(=C12)F (S)-8-chloro-3-(1-((5-fluoroquinazolin-4-yl)amino)-2-methylpropyl)-2-phenylisoquinoline-1(2H)-one